2-(benzofuran-3-yl)-1-((3,5-dichloro-6-morpholinopyridin-2-yl)methylsulfonylamino)ethylboronic acid O1C=C(C2=C1C=CC=C2)CC(NS(=O)(=O)CC2=NC(=C(C=C2Cl)Cl)N2CCOCC2)B(O)O